3-(4-fluorophenyl)-3-methyl-6-(pyrimidin-4-ylamino)-2,3-dihydroimidazo-[1,5-a]pyridine-1,5-dione FC1=CC=C(C=C1)C1(NC(C=2N1C(C(=CC2)NC2=NC=NC=C2)=O)=O)C